[4-amino-2-(4-chloro-3-fluoroanilino)-1,3-thiazol-5-yl](4-methoxyphenyl)methanone NC=1N=C(SC1C(=O)C1=CC=C(C=C1)OC)NC1=CC(=C(C=C1)Cl)F